2,6-ditert-butyl-p-methylphenol C(C)(C)(C)C1=C(C(=CC(=C1)C)C(C)(C)C)O